O[C@@H]1C[C@H](N(C1)C(=O)OC(C)(C)C)C(N[C@@H](CN1CCOCC1)C1=CC=C(C=C1)C1=C(N=CS1)C)=O tert-butyl (2S,4R)-4-hydroxy-2-(((R)-1-(4-(4-methylthiazol-5-yl)phenyl)-2-morpholinoethyl)carbamoyl)pyrrolidine-1-carboxylate